N1-(2-(dimethylamino)ethyl)-5-methoxy-N4-(4-(6-methoxy-1-methyl-1H-indol-3-yl)-5-(trifluoromethyl)pyrimidin-2-yl)-N1-methyl-2-nitrobenzene-1,4-diamine CN(CCN(C1=C(C=C(C(=C1)OC)NC1=NC=C(C(=N1)C1=CN(C2=CC(=CC=C12)OC)C)C(F)(F)F)[N+](=O)[O-])C)C